8-chloro-5-((2-(3-(6-fluoro-[1,2,4]triazolo[4,3-a]pyridin-7-yl)propyl)-2-azaspiro[3.3]heptan-6-yl)methyl)-2-methylisoquinolin-1(2H)-one ClC=1C=CC(=C2C=CN(C(C12)=O)C)CC1CC2(CN(C2)CCCC2=CC=3N(C=C2F)C=NN3)C1